ethyl (tert-butylsulfanyl)-2,2-dimethyl-4-oxopentanoate C(C)(C)(C)SC(C(C(=O)OCC)(C)C)C(C)=O